C(C)(C)(C)C=1C=CC=2N(C3=CC=C(C=C3C2C1)C(C)(C)C)C=1C=C(C=CC1)NC1=C(C=C(C=2OC3=C(C21)C=CC=C3)C3=CC=CC=C3)C3=CC=CC=C3 N-(3-(3,6-di-tert-butyl-9H-carbazol-9-yl)phenyl)-2,4-diphenyldibenzo[b,d]furan-1-amine